FC1=CC=C(C=C1)[C@H]1C(N[C@@H](CN1)C)=O (3S,6R)-3-(4-fluorophenyl)-6-methyl-piperazin-2-one